(3R,4S)-4-(4-(4-(dimethoxymethyl)piperidin-1-yl)phenyl)-3-phenylisochroman-7-ol COC(C1CCN(CC1)C1=CC=C(C=C1)[C@@H]1[C@@H](OCC2=CC(=CC=C12)O)C1=CC=CC=C1)OC